BrC=1C(=NC=CC1)CC1N(C(C2=CC=CC=C12)=O)CC=1SC(=CN1)C(=O)O 2-((1-((3-bromopyridin-2-yl)methyl)-3-oxoisoindolin-2-yl)methyl)thiazole-5-carboxylic acid